potassium 4-(6-oxo-2-(trifluoromethyl)-3,6-dihydrochromeno[7,8-d]imidazol-8-yl)benzonitrile O=C1C=C(OC2=C1C=CC=1NC(=NC12)C(F)(F)F)C1=CC=C(C#N)C=C1.[K]